BrC1=C2CCN(C(C2=CC(=C1)CN1C(=NC=C1)NC)=O)C(C)C1=NC=C(C(=C1)OC)F 5-bromo-2-(1-(5-fluoro-4-methoxypyridin-2-yl)ethyl)-7-((2-(methylamino)-1H-imidazol-1-yl)methyl)-3,4-dihydroisoquinolin-1(2H)-one